NC1C2=CC=CC=C2CC12CCN(CC2)C2=NC=C(C([C@H]2C)=O)SC2=C(C(=CC=C2)Cl)Cl (S)-2-(1-amino-1,3-dihydrospiro[indene-2,4'-piperidin]-1'-yl)-5-((2,3-dichlorophenyl)thio)-3-methylpyridin-4(3H)-one